Cl.C(C)O Ethanol hydrogen chloride